2-((3-chloro-4-fluorophenyl)(3,4-difluorophenyl)methyl)-N-(pyrrolidin-3-yl)-1H-imidazole ClC=1C=C(C=CC1F)C(C=1N(C=CN1)C1CNCC1)C1=CC(=C(C=C1)F)F